BrC=1C=C2C(=NC1Cl)C(=NN2C(C)C)[N+](=O)[O-] bromo-5-chloro-1-isopropyl-3-nitro-1H-pyrazolo[4,3-b]pyridine